(5R)-3-(4-{[3-(ethyloxy)phenyl]oxy}phenyl)-5-methyl-2,4-imidazolidinedione C(C)OC=1C=C(C=CC1)OC1=CC=C(C=C1)N1C(N[C@@H](C1=O)C)=O